BrC=1C=C2C(=NC(=NC2=CC1)NCC1=CC=C(C=C1)OC)C 6-bromo-N-(4-methoxybenzyl)-4-methylquinazoline-2-amine